BrC1=NN(C(=N1)OC1=C(C(=CC=C1)F)F)C(C)C 3-bromo-5-(2,3-difluorophenoxy)-1-(propan-2-yl)-1H-1,2,4-triazole